FC1=C2CN(CC2=CC(=C1)F)C(=O)NC1=CC=C(C=C1)C1CCC(CC1)C(NCC(C)(C)O)=O 4,6-DIFLUORO-N-(4-((1R,4R)-4-((2-HYDROXY-2-METHYLPROPYL)CARBAMOYL)CYCLOHEXYL)PHENYL)ISOINDOLINE-2-CARBOXAMIDE